C(C)N1N=CC2=CC(=CC=C12)C1=C(N=C2N1C=CC=N2)C2=NC(=CC=C2)C 3-(1-ethyl-1H-indazol-5-yl)-2-(6-methylpyridin-2-yl)imidazo[1,2-a]pyrimidine